O1C=CC2=C1C=CC(=C2)S(=O)(=O)N2CC1=C(C2)CN(C1)C(CCN(C)C)=O 1-(5-(Benzofuran-5-ylsulfonyl)-3,4,5,6-tetrahydropyrrolo[3,4-c]pyrrol-2(1H)-yl)-3-(dimethylamino)propan-1-one